1-[2-[3-ethylsulfonyl-5-(trifluoromethyl)pyrazolo[1,5-a]pyridin-2-yl]-3-oxo-isoindolin-5-yl]cyclopropanecarbonitrile C(C)S(=O)(=O)C=1C(=NN2C1C=C(C=C2)C(F)(F)F)N2CC1=CC=C(C=C1C2=O)C2(CC2)C#N